methyl 7-(benzylamino)-2-(4-methoxybenzyl)-8-(naphthalen-1-ylmethyl)-6-oxo-9-(3-(trifluoromethyl) phenyl)-3,4-dihydro-2H,6H-pyrido[1,2-e][1,2,5]thiadiazine-4-carboxylate 1,1-dioxide C(C1=CC=CC=C1)NC1=C(C(=C2N(C(CN(S2(=O)=O)CC2=CC=C(C=C2)OC)C(=O)OC)C1=O)C1=CC(=CC=C1)C(F)(F)F)CC1=CC=CC2=CC=CC=C12